tert-butyl (tert-butoxycarbonyl)(2-((1-(2,2-difluoroethyl)-1H-pyrazol-5-yl)amino)pyrimidin-4-yl)carbamate C(C)(C)(C)OC(=O)N(C(OC(C)(C)C)=O)C1=NC(=NC=C1)NC1=CC=NN1CC(F)F